NC1=NC(=NC=2N1N=C(N2)C=2OC=CC2)N2C[C@@H](CCC2)CN2CCN(CC2)C2=CC=C(S2)C(=O)OC Methyl (S)-5-(4-((1-(7-amino-2-(furan-2-yl)-[1,2,4]triazolo[1,5-a][1,3,5]triazin-5-yl)piperidin-3-yl)methyl)piperazin-1-yl)thiophene-2-carboxylate